NC1=NNC2=CC=CC(=C12)C=1C=C2C=CC=C(C2=CC1)C(=O)NC1=CC(=CC=C1)OC 6-(3-amino-1H-indazol-4-yl)-N-(3-methoxyphenyl)-1-naphthamide